C1(=CC=CC=C1)C1=NC(=NC(=N1)C1=CC=CC=C1)C1=C(C=C(C(=C1)C1=NC(=NC(=N1)C1=CC=CC=C1)C1=CC=CC=C1)N1C2=CC=CC=C2C=2C=CC(=CC12)C1=NC(=CC=C1)C1=CC=CC=C1)N1C2=CC=CC=C2C=2C=CC(=CC12)C1=NC(=CC=C1)C1=CC=CC=C1 9,9'-(4,6-bis(4,6-diphenyl-1,3,5-triazin-2-yl)-1,3-phenylene)bis(2-(6-phenylpyridin-2-yl)-9H-carbazole)